((1-indenyl)-methyl)-2-indanol C1(C=CC2=CC=CC=C12)CC1C(CC2=CC=CC=C12)O